NCCOCC=1NC(=C([C@H](C1C(=O)OCC)C1=C(C=CC=C1)Cl)C(=O)OC)C |r| 3-O-ethyl 5-O-methyl (4RS)-2-(2-aminoethoxymethyl)-4-(2-chlorophenyl)-6-methyl-1,4-dihydropyridine-3,5-dicarboxylate